2-diphenylphosphinoyloxyethyl 2-methylprop-2-enoate CC(C(=O)OCCOP(=O)(C1=CC=CC=C1)C1=CC=CC=C1)=C